(Z)-2-(5-Fluoro-2-methyl-1-(4-phenethoxybenzylidene)-1H-inden-3-yl)acetic acid FC=1C=C2C(=C(/C(/C2=CC1)=C/C1=CC=C(C=C1)OCCC1=CC=CC=C1)C)CC(=O)O